(R)-1-(2-chloropyridin-3-yl)ethyl (1-methyl-4-(5-(spiro[2.3]hexane-5-carboxamido) pyridin-2-yl)-1H-1,2,3-triazol-5-yl)carbamate CN1N=NC(=C1NC(O[C@H](C)C=1C(=NC=CC1)Cl)=O)C1=NC=C(C=C1)NC(=O)C1CC2(CC2)C1